(R)-N-(1-methoxypropan-2-yl)-5-(1-methyl-1H-benzo[d][1,2,3]triazol-6-yl)pyrrolo[2,1-f][1,2,4]triazin-2-amine COC[C@@H](C)NC1=NN2C(C=N1)=C(C=C2)C=2C=CC1=C(N(N=N1)C)C2